tert-butyl 4-[2-(4-chloro-2-fluorophenyl)-2-methyl-1,3-benzodioxol-4-yl]-3,6-dihydropyridine-1(2H)-carboxylate ClC1=CC(=C(C=C1)C1(OC2=C(O1)C=CC=C2C=2CCN(CC2)C(=O)OC(C)(C)C)C)F